N1=CNC(C2=C1C=CS2)=O 3H-thieno[3,2-d]pyrimidin-4-one